ClC1=C(C=CC=C1)S(=O)(=O)NC1=NC(=C(C=C1)C1=CC2=C(N=C(N=C2)NC2CCC(CC2)N(C)C)N(C1=O)C(C)C)C 2-chloro-N-(5-(2-(((1r,4r)-4-(dimethyl-amino)cyclohexyl)-amino)-8-isopropyl-7-oxo-7,8-dihydropyrido-[2,3-d]pyrimidin-6-yl)-6-methylpyridin-2-yl)benzenesulfonamide